2-(benzo[d][1,3]dioxol-6-yl)acetic acid O1COC2=C1C=C(C=C2)CC(=O)O